CC(C(=O)O)=CCC(CCCCCCCC)C 2,5-dimethyl-2-tridecenoic acid